NC1CCC(CC1)N1N=C(C(=C1OC)C1=CC(=C(C=C1)OC)F)C=1C(=C(C#N)C=CC1)F (1-(4-aminocyclohexyl)-4-(3-fluoro-4-methoxyphenyl)-5-methoxy-1H-pyrazol-3-yl)-2-fluorobenzonitrile